C(C)N(CCCSC(=O)N(CCCCCC)CC1COC(OC1)(C)C)CC {[(2,2-dimethyl-1,3-dioxan-5-yl)methyl](hexyl)amino}methanethioic acid-S-[3-(diethylamino)propyl]ester